The molecule is a high molecular weight copolymer of diethylenetriamine and epichlorohydrin (hydrochloride), with approximately 1 out of 5 amine nitrogens protonated. Due to the highly cross-linked and insoluble nature of the material, no structural formula has been assigned and no specific molecular weight information is available. A basic anion exchange resin, it is used as its hydrochloride for binding bile acids in the intestine, inhibiting their reabsorption. It has a role as an anticholesteremic drug. It is a copolymer macromolecule and a polyamine macromolecule. C1C(O1)CCl.C(CNCCN)N